di-stearyl-di-methyl-Ammonium chloride [Cl-].C(CCCCCCCCCCCCCCCCC)[N+](C)(C)CCCCCCCCCCCCCCCCCC